N-((S)-1-cyanoethyl)-4-(5-methyl-2-((1-((R*)-1,1,1-trifluoropropan-2-yl)-1H-pyrazol-4-yl)amino)pyrimidin-4-yl)benzamide C(#N)[C@H](C)NC(C1=CC=C(C=C1)C1=NC(=NC=C1C)NC=1C=NN(C1)[C@@H](C(F)(F)F)C)=O |o1:25|